(3-azidopropyl)phthalimide N(=[N+]=[N-])CCCC1=C2C(C(=O)NC2=O)=CC=C1